6,9-dibromo-1,2-bis(4-(tert-butyl)phenyl)-1H-phenanthro[9,10-d]imidazole BrC=1C=CC2=C(C1)C1=CC(=CC=C1C=1N(C(=NC12)C1=CC=C(C=C1)C(C)(C)C)C1=CC=C(C=C1)C(C)(C)C)Br